dibromo-9,9'-spirobifluorene BrC1=C(C=2C3(C4=CC=CC=C4C2C=C1)C1=CC=CC=C1C=1C=CC=CC13)Br